(2,5-dimethyl-6-oxo-1,6-dihydropyridin-3-yl)-1-(2-methyl-4-(trifluoromethoxy)phenyl)-6-(trifluoromethyl)-2,3-dihydropyrido[2,3-D]pyrimidin-4(1H)-one CC=1NC(C(=CC1C1NC(C2=C(N1C1=C(C=C(C=C1)OC(F)(F)F)C)N=CC(=C2)C(F)(F)F)=O)C)=O